FC(C(=O)O)(F)F.FC(C1=CC=C(/C=C/C2C(CNC2)N2N=CC=C2)C=C1)(F)F (E)-1-(4-(4-(trifluoromethyl)styryl)pyrrolidin-3-yl)-1H-pyrazole 2,2,2-trifluoroacetate